(R)-(2-METHYLOXIRAN-2-YL)METHYL 4-BROMOBENZENESULFONATE BrC1=CC=C(C=C1)S(=O)(=O)OC[C@@]1(OC1)C